1-[4-(2-cyclopropoxyphenyl)pyridin-3-yl]-N-[(2,5-dichlorophenyl)methyl]cyclopropan-1-amine C1(CC1)OC1=C(C=CC=C1)C1=C(C=NC=C1)C1(CC1)NCC1=C(C=CC(=C1)Cl)Cl